6-(1-Acetylpiperidin-3-yl)-7-fluoro-N,N-dimethyl-4-(4,4,5,5-tetramethyl-1,3,2-dioxaborolan-2-yl)-1H-indole-2-carboxamide C(C)(=O)N1CC(CCC1)C1=CC(=C2C=C(NC2=C1F)C(=O)N(C)C)B1OC(C(O1)(C)C)(C)C